C(C)(C)(C)NC=1OCC(=C(N1)C1=CC=C(C=C1)OC)C 2-(tert-butylamino)-5-methyl-4-(p-methoxyphenyl)-6H-1,3-oxazine